(E)-N-(2,6-difluoro-4-(8-(6-methoxy-1,2-dimethyl-1H-benzo[d]imidazol-5-yl)indolizine-3-carbonyl)phenyl)-4-(((1r,4r)-4-methoxycyclohexyl)amino)but-2-enamide FC1=C(C(=CC(=C1)C(=O)C1=CC=C2C(=CC=CN12)C1=CC2=C(N(C(=N2)C)C)C=C1OC)F)NC(\C=C\CNC1CCC(CC1)OC)=O